FC=1C=C(C=CC1OC1=NC=CC(=N1)C)C=1C(=NC(=NC1)NC=1C=NN(C1)C)C=1C=C(C=CC1)[N-]C(C(=C)C)=O N-(3-(5-(3-Fluoro-4-((4-methylpyrimidin-2-yl)oxy)phenyl)-2-((1-methyl-1H-pyrazol-4-yl)amino)pyrimidin-4-yl)phenyl)methacryloylamide